C1(=CC=CC2=CC=CC=C12)C(CCC)NC alpha-naphthylbutylmethylamine